8-(trans-2-(4,4-difluorocyclohexyl)cyclopropyl)-9-(4-((1-(3-fluoropropyl)azetidin-3-ylidene)methyl)phenyl)-6,7-dihydro-5H-benzo[7]annulene-3-carboxylic acid FC1(CCC(CC1)[C@H]1[C@@H](C1)C=1CCCC2=C(C1C1=CC=C(C=C1)C=C1CN(C1)CCCF)C=CC(=C2)C(=O)O)F